C(C)(C)(C)OC(=O)N[C@H](C(=O)OCC)C[C@H]1CNCCO1 Ethyl (S)-2-((tert-butoxycarbonyl)amino)-3-((S)-morpholin-2-yl)propanoate